diethyl 2,6-diphenylpyridine-3,5-dicarboxylate C1(=CC=CC=C1)C1=NC(=C(C=C1C(=O)OCC)C(=O)OCC)C1=CC=CC=C1